3-(5-chloro-7-{[(furan-2-yl)methyl]amino}-3-methylthieno[3,2-b]pyridin-2-yl)-N-(3-chlorophenyl)-D-alaninamide hydrochloride Cl.ClC1=CC(=C2C(=N1)C(=C(S2)C[C@@H](N)C(=O)NC2=CC(=CC=C2)Cl)C)NCC=2OC=CC2